(1S,3S)-3-{[6-(5-{[2-(2-cyclopropylethyl)-2H-1,2,3,4-tetrazol-5-yl]methyl}-1-methyl-1H-1,2,3-triazol-4-yl)-2-methylpyridin-3-yl]oxy}cyclohexane-1-carboxylic acid C1(CC1)CCN1N=C(N=N1)CC1=C(N=NN1C)C1=CC=C(C(=N1)C)O[C@@H]1C[C@H](CCC1)C(=O)O